O=C1NC(CC[C@@H]1NC(=O)C1=NC=CC=N1)=O N-[(3S)-2,6-dioxo-3-piperidinyl]pyrimidine-2-carboxamide